N-(((9H-fluoren-9-yl)methoxy)carbonyl)-O-methyl-L-serine C1=CC=CC=2C3=CC=CC=C3C(C12)COC(=O)N[C@@H](COC)C(=O)O